[(1R)-1-phenyl ethyl] N-[3-methyl-5-(4-piperidyl) isoxazol-4-yl]carbamate CC1=NOC(=C1NC(O[C@H](C)C1=CC=CC=C1)=O)C1CCNCC1